4-(1-chloroethyl)-3,5-dimethyl-pyridine ClC(C)C1=C(C=NC=C1C)C